2-Methyl 1-(2-methyl-2-propanyl) (2S,3R)-3-amino-1,2-pyrrolidinedicarboxylate hydrochloride Cl.N[C@H]1[C@H](N(CC1)C(=O)OC(C)(C)C)C(=O)OC